7-methoxy-N-(3-methylcyclobutyl)-2-(tetrahydro-2H-pyran-4-yl)imidazo[1,2-a]pyridine-6-carboxamide COC1=CC=2N(C=C1C(=O)NC1CC(C1)C)C=C(N2)C2CCOCC2